1-(1-((3'-fluoro-4'-hydroxy-[1,1'-biphenyl]-4-yl)methyl)-1H-indol-5-yl)-5-methyl-1H-pyrazole-3-carboxamide FC=1C=C(C=CC1O)C1=CC=C(C=C1)CN1C=CC2=CC(=CC=C12)N1N=C(C=C1C)C(=O)N